C(C)(C)(C)C=1C=C(CCCP([O-])([O-])=O)C=C(C1O)C(C)(C)C.[Ca+2] calcium (3,5-di-tert-butyl-4-hydroxybenzyl monoethyl phosphonate)